BrC1=C(C=CC(=C1)C(=O)OCC)CC1=CC=C(C=C1)CCC1CCN(CC1)C(=O)OC(C)(C)C tert-butyl 4-[2-[4-[(2-bromo-4-ethoxycarbonyl-phenyl)methyl]phenyl]ethyl]piperidine-1-carboxylate